O1C2=C(N(CC1)NC(=O)C=1C=NC3=C(C(=CC=C3C1C1COCC1)F)C1=CC(=CC(=C1)S(F)(F)(F)(F)F)F)C=CC=C2 N-(2,3-dihydro-4H-benzo[b][1,4]oxazin-4-yl)-7-fluoro-8-(3-fluoro-5-(pentafluoro-sulfanyl)phenyl)-4-(tetrahydrofuran-3-yl)quinoline-3-carboxamide